CC1=C(C=NN1)C 5-methyl-4-methyl-1H-pyrazol